C12O[PH3]OCC3OCCC3O[PH3]OCC2CCC1 2,4,7,11,13-pentaoxa-3λ5,12λ5-diphosphatricyclo[13.3.0.06,10]octadecane